[Si](C)(C)(C(C)(C)C)OCC=1N=NC(=CC1NC1=CC=NC2=CC(=CC=C12)OCCN1CCN(CC1)C)C1=C(C=CC(=C1)Cl)F N-(3-{[(tert-butyldimethylsilyl)oxy]methyl}-6-(5-chloro-2-fluorophenyl)pyridazin-4-yl)-7-[2-(4-methylpiperazin-1-yl)ethoxy]quinolin-4-amine